N-cyclopentyl-3-acetyl-4-methyl-6-hydroxy-2-pyridone C1(CCCC1)N1C(C(=C(C=C1O)C)C(C)=O)=O